2-(2-((3R,4R)-3-amino-4-fluoropiperidin-1-yl)-5,6-difluoro-1H-benzo[d]imidazol-1-yl)-N-(1-cyanopropan-2-yl)-N-methylacetamide N[C@@H]1CN(CC[C@H]1F)C1=NC2=C(N1CC(=O)N(C)C(CC#N)C)C=C(C(=C2)F)F